tris[(1-benzyl-1H-1,2,3-triazol-4-yl)methyl]amin C(C1=CC=CC=C1)N1N=NC(=C1)CN(CC=1N=NN(C1)CC1=CC=CC=C1)CC=1N=NN(C1)CC1=CC=CC=C1